2,3,4-trimethylstyrene CC1=C(C=C)C=CC(=C1C)C